N-(4-((4-(2-methoxyethyl)-piperazin-1-yl)methyl)-pyridin-2-yl)-5-(5-methyl-1H-pyrazol-4-yl)thiazolo-[5,4-b]pyridin-2-amine COCCN1CCN(CC1)CC1=CC(=NC=C1)NC=1SC2=NC(=CC=C2N1)C=1C=NNC1C